N-(γ-aminopropyl)-β-aminoethyltriethoxysilane NCCCNCC[Si](OCC)(OCC)OCC